methyl 2-((3-oxo-1,3-dihydro-2H-pyrrolo[3,4-c]pyridin-2-yl)methyl)benzofuran-7-carboxylate O=C1N(CC2=C1C=NC=C2)CC=2OC1=C(C2)C=CC=C1C(=O)OC